C(CCC)C1=CCC(=CC(O1)=O)OC 7-Butyl-4-methoxyoxepin-2(5H)-one